methyl 3-(2-((benzhydryl) amino)-4-cyanophenyl)-2-methylpropionate C(C1=CC=CC=C1)(C1=CC=CC=C1)NC1=C(C=CC(=C1)C#N)CC(C(=O)OC)C